OC1=C(C(=CC(=C1)O)C)C(=O)OC methyl 3,5-dihydroxy-2-toluate